methyl (S)-3-(4-(benzyloxy)-3-fluoro-5-(4,4,5,5-tetramethyl-1,3,2-dioxaborolan-2-yl)phenyl)-2-((tert-butoxycarbonyl)amino)propanoate C(C1=CC=CC=C1)OC1=C(C=C(C=C1B1OC(C(O1)(C)C)(C)C)C[C@@H](C(=O)OC)NC(=O)OC(C)(C)C)F